5-(isopropyl-(2-(methyl)-1,2,3,4-tetrahydroisoquinolin-7-yl)amino)-1-methylpyridin-2(1H)-one C(C)(C)N(C=1C=CC(N(C1)C)=O)C1=CC=C2CCN(CC2=C1)C